[O-2].C(C)(C)(C)[Zr](C(C)(C)C)(C(C)(C)C)C(C)(C)C tetra-tert-butylzirconium oxide